3-(5-(1-(3-(difluoromethoxy)benzyl)piperidin-4-yl)-1-oxoisoindolin-2-yl)piperidine-2,6-dione FC(OC=1C=C(CN2CCC(CC2)C=2C=C3CN(C(C3=CC2)=O)C2C(NC(CC2)=O)=O)C=CC1)F